4-chloro-2-(difluoromethoxy)benzohydrazide ClC1=CC(=C(C(=O)NN)C=C1)OC(F)F